3-ethyl-7-iodo-8-methoxy-5-phenyl-3-propyl-2,3,4,5-tetrahydro-1,5-benzo-thiazepine C(C)C1(CSC2=C(N(C1)C1=CC=CC=C1)C=C(C(=C2)OC)I)CCC